F[C@@H]1CN(CC[C@@H]1NC1=NN2C(C(=N1)OC)=C(C=C2)C=2C=CC1=C(N(N=N1)[C@H](C(F)(F)F)C)C2)C N-((3R,4S)-3-fluoro-1-methylpiperidin-4-yl)-4-methoxy-5-(1-((S)-1,1,1-trifluoropropan-2-yl)-1H-benzo[d][1,2,3]triazol-6-yl)pyrrolo[2,1-f][1,2,4]triazin-2-amine